C1(CCCC1)N1N=CC2=C1N=C(NC2=O)COC2=CC=CC=C2 1-Cyclopentyl-6-(phenoxymethyl)-1H-pyrazolo[3,4-d]pyrimidin-4(5H)-one